5-pyrazol-1-yl-2-[6-(2,2,6,6-tetramethyl-piperidin-4-yloxy)-pyridazin-3-yl]-phenol N1(N=CC=C1)C=1C=CC(=C(C1)O)C=1N=NC(=CC1)OC1CC(NC(C1)(C)C)(C)C